BrC=1C(=NC2=CC=CC=C2N1)C=C bromo-2-vinylquinoxaline